Norborn-5-en C12CCC(C=C1)C2